[Cl-].C(C1=CC=CC=C1)[C@H]1CC[C@H](CC1)[NH3+] cis-4-benzylcyclohexane-1-aminium chloride